diazoethane [N+](=[N-])=CC